2',3',5',6'-Tetrahydro-5H-spiro[furo[3,4-b]pyridine-7,4'-pyran] O1CCC2(CC1)OCC=1C2=NC=CC1